5-cyclopropyl-3-isothiocyanato-1-(2-methoxyethyl)pyridin-2(1H)-one C1(CC1)C=1C=C(C(N(C1)CCOC)=O)N=C=S